4-[[(1S,2S)-2-[(3R)-3-Aminopiperidin-1-yl]-4,6-dichloro-2,3-dihydro-1H-inden-1-yl]oxy]-3,5-dimethyl-benzene N[C@H]1CN(CCC1)[C@@H]1[C@H](C2=CC(=CC(=C2C1)Cl)Cl)OC1=C(C=CC=C1C)C